FC1=C(C=CC(=C1)F)CNC(=O)C=1C(C(=C2N(C[C@@H]3N(C2=O)C[C@H]2N3CCCC2)C1)O)=O (5aS,14aS)-N-[(2,4-Difluorophenyl)methyl]-11-hydroxy-10,12-dioxo-1,2,3,4,5a,6,10,12,14,14a-decahydropyrido[1,2-a]pyrido[1',2':3,4]imidazo[1,2-d]pyrazine-9-carboxamide